N(C1=CC=CC=C1)N1C(C(=CC1=O)C1=CC=CC=C1)=O N-anilino-2-phenylmaleimide